CC1(C(=O)O)CC(=CC(=C1)C)C 1,3,5-trimethyl-benzoic acid